2-cyclopropyl-1H-benzo[d]imidazole-4-amine C1(CC1)C1=NC2=C(N1)C=CC=C2N